O=C1NC(CCC1N1C(C2=CC=CC(=C2C1=O)OCCCCCCCCCN1CCC(CC1)N1N=CC(=C1)NC1=NN2C(C=N1)=CC=C2C=2C=NN(C2)C)=O)=O 2-(2,6-dioxopiperidin-3-yl)-4-((9-(4-(4-((7-(1-methyl-1H-pyrazol-4-yl)pyrrolo[2,1-f][1,2,4]triazin-2-yl)amino)-1H-pyrazol-1-yl)piperidin-1-yl)nonyl)oxy)isoinDole-1,3-dione